CC=1C=C(C(=O)NC2CCC(CC2)NC2=CC=CC=3N2C=C(N3)C(F)F)C=CC1 3-methyl-N-[(1s,4s)-4-{[2-(difluoromethyl)imidazo[1,2-a]pyridin-5-yl]amino}cyclohexyl]benzamide